CC1=CNC=2N=CN=C(C21)N2CCSC(=C2)C2=CN=C(O2)CO (5-(4-(5-methyl-7H-pyrrolo[2,3-d]pyrimidin-4-yl)-3,4-dihydro-2H-1,4-thiazin-6-yl)oxazol-2-yl)methanol